5-((1-(4-((1R,5S)-3-Methyl-3,6-diazabicyclo[3.2.0]heptan-6-yl)phenyl)-1H-imidazol-4-yl)amino)pyrazine-2-carbonitrile CN1C[C@@H]2CN([C@@H]2C1)C1=CC=C(C=C1)N1C=NC(=C1)NC=1N=CC(=NC1)C#N